[Sn].CCCCCCCCCCCCCCCCCCCCCC docosane Tin